tert-butyl N-[2-[[6-benzyloxy-8-fluoro-7-(1,1,4-trioxo-1,2,5-thiadiazolidin-2-yl)-2-naphthyl]oxy]ethyl]carbamate C(C1=CC=CC=C1)OC=1C=C2C=CC(=CC2=C(C1N1S(NC(C1)=O)(=O)=O)F)OCCNC(OC(C)(C)C)=O